5-triazolyl sulfide N1N=NC=C1SC1=CN=NN1